O1C2=C(OCC1)C=C(C=C2)C(=O)NC=2C=CC(=C(C2)NC(=O)C2=CC=1C(=NC(=CC1)CN1[C@H]3CN([C@@H](C1)C3)CC)S2)F N-(5-(2,3-Dihydrobenzo[b][1,4]dioxine-6-carboxamido)-2-fluorophenyl)-6-(((1R,4R)-5-ethyl-2,5-diazabicyclo[2.2.1]heptan-2-yl)methyl)thieno[2,3-b]pyridine-2-carboxamide